COC(CCCNC(=O)OC(C)(C)C)=O 4-((tert-butoxycarbonyl)amino)butanoic acid methyl ester